4'-[(4-{[4-(trifluoromethoxy)phenyl]Amino}piperidin-1-yl)sulfonyl]-[1,1'-biphenyl]-3-carboxamide FC(OC1=CC=C(C=C1)NC1CCN(CC1)S(=O)(=O)C1=CC=C(C=C1)C1=CC(=CC=C1)C(=O)N)(F)F